5-(2,5-diazabicyclo[4.1.0]heptane-2-yl)-N-methylpyridine-2-carboxamide C12N(CCNC2C1)C=1C=CC(=NC1)C(=O)NC